9-amino-10-(2-chlorophenylethynyl)phenanthrene NC=1C2=CC=CC=C2C=2C=CC=CC2C1C#CC1=C(C=CC=C1)Cl